C(C)(C)(C)OC(=O)C(=C(C(=O)[O-])NCCCCN1C2=C(CCC3=C1C=CC=C3)C=CC(=C2)Cl)C tert-butoxycarbonyl-[4-(3-chloro-10,11-dihydro-5H-dibenzo[b,f]azepin-5-yl)butylamino]but-2-enoate